BrC1=NC=C(C(=C1)N)I (2-bromo-5-iodo-4-pyridyl)amine